3-fluoro-4-[[5-[(6-fluoro-2,3-dihydro-1,4-benzodioxin-7-yl)amino]-4-methyl-3-pyridyl]methyl]pyridin-2-amine FC=1C(=NC=CC1CC=1C=NC=C(C1C)NC=1C(=CC2=C(OCCO2)C1)F)N